ethyl (6-(3-cyanophenyl)-8-((2,4-dimethoxybenzyl)amino)-[1,2,4]triazolo[1,5-a]pyrazin-2-yl)carbamate C(#N)C=1C=C(C=CC1)C=1N=C(C=2N(C1)N=C(N2)NC(OCC)=O)NCC2=C(C=C(C=C2)OC)OC